2-methyl-5-((S)-2-(2-(((R)-1-(naphthalen-1-yl)ethyl)amino)ethyl)-2H-benzo[b][1,4]oxazin-4(3H)-yl)benzoic acid CC1=C(C(=O)O)C=C(C=C1)N1C2=C(O[C@H](C1)CCN[C@H](C)C1=CC=CC3=CC=CC=C13)C=CC=C2